5-amino-4-[5-(4-tert-butoxycarbonylpiperazin-1-yl)-3-methyl-2-oxo-benzimidazol-1-yl]-5-oxo-pentanoic acid NC(C(CCC(=O)O)N1C(N(C2=C1C=CC(=C2)N2CCN(CC2)C(=O)OC(C)(C)C)C)=O)=O